2-(bromomethyl)-1-chloro-3-fluorobenzene BrCC1=C(C=CC=C1F)Cl